OC1=C(N=C(C2=CC(=CC=C12)OC1=CC=CC=C1)C)C(=O)O 4-Hydroxy-1-methyl-7-phenoxyisoquinoline-3-carboxylic acid